N-(4-cyclopropoxy-2-(4-methyl-1H-imidazol-1-yl)quinolin-6-yl)oxetan-3-carboxamide C1(CC1)OC1=CC(=NC2=CC=C(C=C12)NC(=O)C1COC1)N1C=NC(=C1)C